(±)-trans-2-(((6-(5-(azidomethyl)-1-methyl-1H-1,2,3-triazol-4-yl)-2-methylpyridin-3-yl)oxy)methyl)cyclobutanecarboxylic acid methyl ester COC(=O)[C@H]1[C@@H](CC1)COC=1C(=NC(=CC1)C=1N=NN(C1CN=[N+]=[N-])C)C |r|